4,7-difluoro-2-hydroxy-indan-2-carboxylic acid methyl ester COC(=O)C1(CC2=C(C=CC(=C2C1)F)F)O